N1=CNC=2NC=NC2C1=O 6,9-dihydro-3H-purin-6-one